(Trifluoromethoxy)azetidin FC(ON1CCC1)(F)F